C(C(C)C)(=O)OC1=C(C=C(C=C1)\C=C\C(=O)NCC1=C(C=C(C=C1)F)Cl)OC (E)-4-(3-((2-chloro-4-fluorobenzyl) amino)-3-oxoprop-1-en-1-yl)-2-methoxyphenyl isobutyrate